2-{2-[(E)-({1-[3-(trifluoromethyl)phenyl]Ethoxy}imino)methyl]Phenyl}acetamide FC(C=1C=C(C=CC1)C(C)O\N=C\C1=C(C=CC=C1)CC(=O)N)(F)F